N1C(=O)N=C(NS(=O)(=O)[O-])C=C1 cytosinesulphonate